BrC1=CN=C(N=N1)N[C@H]1CN(CCC1)CC 6-bromo-N-[(3R)-1-ethyl-3-piperidinyl]-1,2,4-triazin-3-amine